((tertbutyldimethylsilyl)oxy)8-(3-methoxyprop-1-yn-1-yl)6H-benzo[c]chromen-6-one C(C)(C)(C)[Si](OC1=C2C3=C(C(OC2=CC=C1)=O)C=C(C=C3)C#CCOC)(C)C